5-(5,9-dioxa-13b-boranaphtho[3,2,1-de]anthracen-7-yl)-10,15-dimethyl-10,15-dihydro-5H-diindolo[3,2-a:3',2'-c]carbazole C1=CC=CC=2OC=3C=C(C=C4OC=5C=CC=CC5B(C34)C12)N1C=2C=CC=CC2C=2C1=C1C(=C3C=4C=CC=CC4N(C23)C)N(C=2C=CC=CC21)C